CCCCCCCCCCCCCCCCC(C(=O)C(=O)CCCCCCCCCCCCCCCC)C(=O)O Epoxystearic Acid